4-chloro-3-fluorobenzyl-4-(piperazin-1-yl)-2-(trifluoromethyl)-1H-indole ClC1=C(C=C(CN2C(=CC3=C(C=CC=C23)N2CCNCC2)C(F)(F)F)C=C1)F